C(CCCC)N Pentanamin